BrC1=C(C=NN(C1=O)C)N[C@@H]1C[C@@H](CN(C1)C)C1=CC=C(C(=O)N2CC(C2)C=2C=C3CN(C(C3=CC2)=O)C2C(NC(CC2)=O)=O)C=C1 3-[5-[1-[4-[(3R,5R)-5-[(5-bromo-1-methyl-6-oxo-pyridazin-4-yl)amino]-1-methyl-3-piperidyl]benzoyl]azetidin-3-yl]-1-oxo-isoindolin-2-yl]piperidine-2,6-dione